BrC1=CC=C2C=CC(=CC2=C1)CO (7-bromonaphthalen-2-yl)methanol